tert-butyl (E)-(4-(3-(4-((4-([1,2,4]triazolo[1,5-a]pyridin-7-yloxy)-3-methylphenyl)amino)pyrrolo-[2,1-f][1,2,4]triazin-5-yl)azetidin-1-yl)-4-oxobut-2-en-1-yl)carbamate N=1C=NN2C1C=C(C=C2)OC2=C(C=C(C=C2)NC2=NC=NN1C2=C(C=C1)C1CN(C1)C(/C=C/CNC(OC(C)(C)C)=O)=O)C